((2-(2'-chloro-3'-(6-((3,3-dimethylazetidin-1-yl)methyl)benzo[d]oxazol-2-yl)-2-methyl-[1,1'-biphenyl]-3-yl)-6-(difluoromethoxy)benzo[d]oxazol-5-yl)methyl)-D-proline ClC1=C(C=CC=C1C=1OC2=C(N1)C=CC(=C2)CN2CC(C2)(C)C)C2=C(C(=CC=C2)C=2OC1=C(N2)C=C(C(=C1)OC(F)F)CN1[C@H](CCC1)C(=O)O)C